(S)-3-amino-3-(4-(3-methylbenzyl)phenyl)propanoic acid ethyl ester C(C)OC(C[C@@H](C1=CC=C(C=C1)CC1=CC(=CC=C1)C)N)=O